tert-butyl 3-[1-(cyclopropylmethyl)-6-[(1-methylcyclopropyl)sulfamoyl]-2,4-dioxo-quinazolin-3-yl]pyrrolidine-1-carboxylate C1(CC1)CN1C(N(C(C2=CC(=CC=C12)S(NC1(CC1)C)(=O)=O)=O)C1CN(CC1)C(=O)OC(C)(C)C)=O